4-chloro-8-(2,4-dimethoxybenzyl)-7,8-dihydropteridin-6(5H)-one ClC1=NC=NC=2N(CC(NC12)=O)CC1=C(C=C(C=C1)OC)OC